4-(3-bromo-2-fluorophenyl)-3-oxobutanoic acid methyl ester COC(CC(CC1=C(C(=CC=C1)Br)F)=O)=O